1,3-dichloro-1,1,3,3-tetrafluoropropane ClC(CC(F)(F)Cl)(F)F